(E)-3-[4-(2,6-dioxo-1,3-dipropyl-2,3,6,7-tetrahydro-1H-purin-8-yl)-bicyclo[2.2.2]Oct-1-yl]Acrylic acid O=C1N(C(C=2NC(=NC2N1CCC)C12CCC(CC1)(CC2)/C=C/C(=O)O)=O)CCC